4-piperidyl 5-[6-[5-(6-methyl-2-pyridyl)-1H-imidazol-4-yl]-3-quinolyl]pyrimidine-2-carboxylate CC1=CC=CC(=N1)C1=C(N=CN1)C=1C=C2C=C(C=NC2=CC1)C=1C=NC(=NC1)C(=O)OC1CCNCC1